C(C)N(C(C1=C(C=CC(=C1)F)N1C(=C(C=2C1=CN=CC2)C(=O)C2CCNCC2)C)=O)C(C)C N-Ethyl-5-fLuoro-N-isopropyl-2-(2-methyl-3-(piperidine-4-carbonyl)-1H-pyrrolo[2,3-c]pyridin-1-yl)benzamide